N-methyl-5-((2-oxo-2,3-dihydro-1H-benzo[d]imidazol-1-yl)methyl)-2,3-dihydro-1H-indene-1-carboxamide CNC(=O)C1CCC2=CC(=CC=C12)CN1C(NC2=C1C=CC=C2)=O